ClCC1=NC2=C(N1COCC[Si](C)(C)C)C(=CC=C2)F 2-(chloromethyl)-7-fluoro-1-{[2-(trimethylsilyl)ethoxy]methyl}-1H-benzimidazole